7-(difluoro-methyl)-N-(4-fluoroisoquinolin-1-yl)quinolin-4-amine FC(C1=CC=C2C(=CC=NC2=C1)NC1=NC=C(C2=CC=CC=C12)F)F